BrC=1C=CC(=C(C1)CN(C)C)C=1COCC1 1-(5-bromo-2-(2,5-dihydrofuran-3-yl)phenyl)-N,N-dimethylmethanamine